(R)-4-methyl-6-(4-(2-(2-(4-methyl-1-oxo-1,3-dihydroisobenzofuran-5-yl)morpholino)ethyl)-1H-pyrazol-1-yl)pyridine-3-carbonitrile CC1=C(C=NC(=C1)N1N=CC(=C1)CCN1C[C@H](OCC1)C=1C(=C2COC(C2=CC1)=O)C)C#N